(chloromethyl)-1,3-dihydro-2-benzofuran ClCC1OCC2=C1C=CC=C2